BrC1=C(N(C2=CC=C(C=C12)OC)C(=O)OC(C)(C)C)C tert-butyl 3-bromo-5-methoxy-2-methyl-1H-indole-1-carboxylate